[N+](=O)([O-])C=1C(=NC=C(C1)C(F)(F)F)C=O 3-nitro-5-(trifluoromethyl)pyridinecarboxaldehyde